C(C)[N+](CC)(CC)CC tetraethyl-ammonium